ClC(C)Cl 2,2-dichloroethane